C(C)(C)(C)C1=CC(=C(C(=C1)C1=CC=CC=C1)N)C=1C=CC2=C(SC3=C2C=CC=C3)C1 5-(Tert-butyl)-3-(dibenzo[b,d]thiophen-3-yl)-[1,1'-biphenyl]-2-amine